((2R,3S)-1-(3-chloro-5-isopropylisoquinolin-8-yl)-2-methylazetidin-3-yl)carbamic acid tert-butyl ester C(C)(C)(C)OC(N[C@@H]1[C@H](N(C1)C=1C=CC(=C2C=C(N=CC12)Cl)C(C)C)C)=O